C(C)(C)(C)N1CCN(CC1)C1=CC(=C(C=C1)C=1C=C(C=C2C=C(NC12)C=1CN(CCC1)C(CCN1N=NC=C1)=O)C(N(C)C)=O)OC tert-butyl-4-(4-(2-(1-(3-(1H-1,2,3-triazol-1-yl)propanoyl)-1,2,5,6-tetrahydropyridin-3-yl)-5-(dimethylcarbamoyl)-1H-indol-7-yl)-3-methoxyphenyl)piperazine